ClC=1C=C2C(C(NC2=CC1)=O)=C1NC2=CC=CC=C2C1 5'-chloro-[2,3'-biindolinylidene]-2'-one